C(C)OC(=O)C=1N=C(OC1C1=C(C=CC=C1)[N+](=O)[O-])C1=CC=C(C=C1)C(F)(F)F 5-(2-nitrophenyl)-2-(4-(trifluoromethyl)phenyl)Oxazole-4-carboxylic acid ethyl ester